C(#N)C=1C=NN2C1C(=CC(=C2)C=2C=NN(C2)C(F)F)C=2C=CC(=NC2)N2CCN(CC2)C(=O)OC(C)(C)C tert-butyl 4-(5-(3-cyano-6-(1-(difluoromethyl)-1H-pyrazol-4-yl) pyrazolo[1,5-a]pyridine-4-yl)pyridin-2-yl)piperazin-1-carboxylate